BrC1=C(C=CC(=C1)F)C=1C(=NN(C1NC1=C(C=CC=C1F)F)C)C 4-(2-bromo-4-fluorophenyl)-N-(2,6-difluoro-phenyl)-1,3-dimethyl-1H-pyrazol-5-amine